2-(benzylamino)-6-fluorobenzamide C(C1=CC=CC=C1)NC1=C(C(=O)N)C(=CC=C1)F